F[C@@H]1CN(CC1)CC1=CC(=NC(=N1)C(F)(F)F)C(=O)NC1=CC(=CC=C1)C1(COC1)CC1=NN=CN1C (S)-6-((3-fluoropyrrolidin-1-yl)methyl)-N-(3-(3-((4-methyl-4H-1,2,4-triazol-3-yl)methyl)oxetan-3-yl)phenyl)-2-(trifluoromethyl)pyrimidine-4-carboxamide